(S)-3-(3,5-dichloro-4-fluorophenyl)-N-(2,3-dihydro-1H-inden-1-yl)-7-isopropyl-2-methylpyrazolo[1,5-a]pyrimidine-6-carboxamide ClC=1C=C(C=C(C1F)Cl)C=1C(=NN2C1N=CC(=C2C(C)C)C(=O)N[C@H]2CCC1=CC=CC=C21)C